NC1=C(C=O)C=C(C=C1N1CCC(CC1)(F)F)Br 2-amino-5-bromo-3-(4,4-difluoropiperidin-1-yl)benzaldehyde